BrCC(=O)C1=CC=C(C=C1)I 2-bromo-1-(4-iodophenyl)ethanone